S1C(=NC2=C1C=CC=C2)C2=CC=C(OC[C@@H](C(C)C)NC1=CC=C(C(=O)NCCC(=O)OCC)C=C1)C=C2 Ethyl (R)-3-(4-((1-(4-(benzo[d]thiazol-2-yl)phenoxy)-3-methylbutan-2-yl)amino) benzamido)propanoate